2-(3,4-dichlorophenyl)-N-ethyl-N-[(2S)-2-hydroxy-2-(3-pyridyl)ethyl]acetamide ClC=1C=C(C=CC1Cl)CC(=O)N(C[C@H](C=1C=NC=CC1)O)CC